sodium stearate (octadecanoate) C(CCCCCCCCCCCCCCCCC)(=O)[O-].C(CCCCCCCCCCCCCCCCC)(=O)O.[Na+]